C(C1=CC=CC=C1)(=O)C1=CC=C(C(=O)C2=CC=C(C=C2)C)C=C1 4-benzoyl-4'-methyl-Benzophenone